Methyl 2-chloro-9-(4-((1-(3-fluoropropyl)azetidin-3-yl)methyl)phenyl)-6,7-dihydro-5H-benzo[7]annulene-3-carboxylate ClC=1C(=CC2=C(C(=CCCC2)C2=CC=C(C=C2)CC2CN(C2)CCCF)C1)C(=O)OC